CCCCCCCCCCCCCCCC(=O)OCC(CC)CCCC ethylhexyl palmitate